Ethyl-5-(3,4-difluorophenyl)-1-(2-fluorophenyl)-1H-pyrazol-3-carboxylat C(C)OC(=O)C1=NN(C(=C1)C1=CC(=C(C=C1)F)F)C1=C(C=CC=C1)F